CN1CCC(CC1)OC([C@H](C1=CC=CC=C1)O)=O (S)-2-hydroxy-2-phenylacetic acid-1-methylpiperidin-4-yl ester